FC1(CCC(CC1)[C@H](NC(=O)C1=NOC(=C1)CCC(F)(F)F)C1=NC2=C(N1)C=CC(=C2)[C@@H](C)NC(CCC(F)(F)F)=O)F N-((S)-(4,4-Difluorocyclohexyl)(5-((R)-1-(4,4,4-trifluorobutanamido)ethyl)-1H-benzo[d]imidazol-2-yl)methyl)-5-(3,3,3-trifluoropropyl)isoxazole-3-carboxamide